CC1=NOC(=C1)C=O 3-methylisoxazole-5-carbaldehyde